C(C)(C)(C)OC(=O)N[C@H](C(=O)OCC#N)CC1=CC=C(C=C1)C=1OC=C(N1)C(N)=O cyanomethyl (S)-2-((tert-butoxycarbonyl)amino)-3-(4-(4-carbamoyloxazol-2-yl)phenyl)propanoate